BrC1(C(NC2=CC=C(C=C12)C#N)=O)Br 3,3-dibromo-2-oxo-2,3-dihydro-1H-indole-5-carbonitrile